6-chloro-1-methyl-4-(6-((1-(trifluoromethyl)cyclopropyl)ethynyl)-2,3-dihydrobenzo[e][1,4]oxazepine-1(5H)-yl)pyrido[3,2-d]pyrimidin-2(1H)-one ClC=1C=CC=2N(C(N=C(C2N1)N1CCOCC2=C1C=CC=C2C#CC2(CC2)C(F)(F)F)=O)C